3-(6-bromo-1H-pyrimidin-1-yl)piperidine-2,6-dione BrC1=CC=NCN1C1C(NC(CC1)=O)=O